2-(2,6-dioxo-3-piperidinyl)isoindoline-1,3-dione penta-trifluoroacetate FC(C(=O)O)(F)F.FC(C(=O)O)(F)F.FC(C(=O)O)(F)F.FC(C(=O)O)(F)F.FC(C(=O)O)(F)F.O=C1NC(CCC1N1C(C2=CC=CC=C2C1=O)=O)=O